2,6-diaminopyrimidine-4(1H)-one NC=1NC(=CC(N1)=O)N